CC1(CNC=2C1=NC(=CC2CNC2(CCC2)C)C(=O)N)C 3,3-dimethyl-7-(((1-methylcyclobutyl)amino)methyl)-2,3-dihydro-1H-pyrrolo[3,2-b]pyridine-5-carboxamide